C1(CC1)C=1C(=NON1)C(=O)NC(C=1OC2=C(N1)C=C(C=C2F)C(COC)N2C(NC(C2)C(F)(F)F)=O)C2CCC(CC2)(F)F 4-Cyclopropyl-N-((4,4-difluorocyclohexyl)(7-fluoro-5-(2-methoxy-1-(2-oxo-4-(trifluoromethyl)imidazolidin-1-yl)ethyl)benzo[d]oxazol-2-yl)methyl)-1,2,5-oxadiazole-3-carboxamide